BrC=1C=NC=CC1C(=NO)N[C@@H](CCl)CC1=CC=C(C=C1)C |r| 3-bromo-N-[(2RS)-1-chloro-3-(4-methylphenyl)propan-2-yl]-N'-hydroxypyridine-4-carboxamidine